(S)-4-(6-((6-Acetyl-8-cyclopentyl-5-methyl-7-oxo-7,8-dihydropyrido[2,3-d]-pyrimidin-2-yl)amino)pyridin-3-yl)-3-methylpiperazine-1-sulfonamide C(C)(=O)C1=C(C2=C(N=C(N=C2)NC2=CC=C(C=N2)N2[C@H](CN(CC2)S(=O)(=O)N)C)N(C1=O)C1CCCC1)C